tetraethylammonium phosphate salt P(=O)([O-])([O-])[O-].C(C)[N+](CC)(CC)CC.C(C)[N+](CC)(CC)CC.C(C)[N+](CC)(CC)CC